N1CC(C1)COC1=CC=C(C(=O)NC=2C=C3C(N(CC3=CC2)C2C(NC(CC2)=O)=O)=O)C=C1 4-(azetidin-3-ylmethoxy)-N-(2-(2,6-dioxopiperidin-3-yl)-3-oxoisoindolin-5-yl)benzamide